N-butyl-2,3-dihydropyrrole C(CCC)N1CCC=C1